[C@H]12CN(C[C@H](CC1)N2)C=2C1=C(N=C(N2)OC[C@]23CCCN3C[C@@H](C2)F)C=C(C=N1)C1=CC(=CC2=CC=C(C(=C12)C#C)F)O 4-(4-((1R,5S)-3,8-diazabicyclo[3.2.1]octan-3-yl)-2-(((2R,7aS)-2-fluorotetrahydro-1H-pyrrolizin-7a(5H)-yl)methoxy)pyrido[3,2-d]pyrimidin-7-yl)-5-ethynyl-6-fluoronaphthalen-2-ol